FC1=C(C(=CC=C1)C#N)F 1,2-difluorocyanobenzene